CN(C(OC1=C(C(=CC=C1)CCN)OC(N(C)C)=O)=O)C (2-amino ethyl)-1,2-phenylene bis(dimethylcarbamate)